COC=1C=C2C(=CC=NC2=CC1OC)OC1=C(C=C(C=C1)N(C(=O)C1(CC1)C(=O)NC1=CC=C(C=C1)F)C)F 1-N'-[4-(6,7-Dimethoxyquinolin-4-yl)oxy-3-fluorophenyl]-1-N-(4-fluorophenyl)-1-N'-methylcyclopropane-1,1-dicarboxamide